NC1(CC1)C(=O)N1CCN(CC1)C=1C=CC=2N(C1)C(=C(N2)CC)N(C)C=2SC=C(N2)C2=CC=C(C=C2)F (1-aminocyclopropyl)(4-(2-ethyl-3-((4-(4-fluorophenyl)thiazol-2-yl)(methyl)amino)imidazo[1,2-a]pyridin-6-yl)piperazin-1-yl)methanone